4-((6-(1-(2-(3-Mercapto-3-methylbutanoyl)hydrazineylidene)ethyl)pyridazin-3-yl)oxy)butanoic acid SC(CC(=O)NN=C(C)C1=CC=C(N=N1)OCCCC(=O)O)(C)C